C(C)(C)(C)Br tertbutyl bromide